O=C1C=CN(C2=NC=CC=C12)C1=C(C=C(C=C1F)F)F 4-oxo-1-(2,4,6-trifluorophenyl)-1,4-dihydro-1,8-naphthyridine